5-[(2R)-4-(2-chloro-4-ethoxybenzoyl)-2-ethylpiperazin-1-yl]-N-[2-(dimethylamino)ethyl]-2'-ethoxy-[2,3'-bipyridine]-6-carboxamide ClC1=C(C(=O)N2C[C@H](N(CC2)C=2C=CC(=NC2C(=O)NCCN(C)C)C=2C(=NC=CC2)OCC)CC)C=CC(=C1)OCC